CC(C(C)=O)=CC=C(CCC=C(C)C)C 3,6,10-tri-methylundeca-3,5,9-trien-2-one